N1-(5-chloropyridin-2-yl)-4-phenylpyrrolidine-1,2-dicarboxamide ClC=1C=CC(=NC1)NC(=O)N1C(CC(C1)C1=CC=CC=C1)C(=O)N